2-(1-menthoxy)Ethan-1-ol C1(CCC(CC1)C(C)C)(C)OCCO